FC1=CC(=CC2=C1OC(O2)(C)C)C(C)O 1-(7-fluoro-2,2-dimethylbenzo[d][1,3]dioxol-5-yl)ethan-1-ol